NC/C(/CN1N=CN(C1=O)C1=CC=C(C=C1)F)=C/F 2-[(2Z)-2-(aminomethyl)-3-fluoroprop-2-en-1-yl]-4-(4-fluorophenyl)-2,4-dihydro-3H-1,2,4-triazol-3-one